The molecule is an acyl-CoA that results from the formal condensation of the thiol group of coenzyme A with the carboxy group of cyclohexa-2,5-diene-1-carboxylic acid. It derives from a coenzyme A. CC(C)(COP(=O)(O)OP(=O)(O)OC[C@@H]1[C@H]([C@H]([C@@H](O1)N2C=NC3=C(N=CN=C32)N)O)OP(=O)(O)O)[C@H](C(=O)NCCC(=O)NCCSC(=O)C4C=CCC=C4)O